C(#N)C=1C=CC(=NC1)N1CCC(CC1)N1C(C(CC1)OC[C@H](C)NC(OC(C)(C)C)=O)=O tert-butyl ((2S)-1-((1-(1-(5-cyanopyridin-2-yl)piperidin-4-yl)-2-oxopyrrolidin-3-yl)oxy)propan-2-yl)carbamate